N4-(cyclopentylmethyl)-N2-(2-methoxy-4-((4-morpholino-piperidin-1-yl)sulfonyl)phenyl)-7H-pyrrolo[2,3-d]pyrimidine-2,4-diamine 2,2,2-trifluoroacetate FC(C(=O)O)(F)F.C1(CCCC1)CNC=1C2=C(N=C(N1)NC1=C(C=C(C=C1)S(=O)(=O)N1CCC(CC1)N1CCOCC1)OC)NC=C2